4-Methoxy-5-(pyrazolo[1,5-a]pyridin-5-yl)-N-(2-oxaspiro[3.5]nonan-7-yl)pyrrolo[2,1-f][1,2,4]triazin-2-amine COC1=NC(=NN2C1=C(C=C2)C2=CC=1N(C=C2)N=CC1)NC1CCC2(COC2)CC1